ClC=1C(=NC(=NC1)NC1=CC(=C(C=C1)N1C[C@@H](CC1)N(C)C)[N+](=O)[O-])C1=CN(C2=C(C=CC=C12)F)C (R)-5-chloro-N-(4-(3-(dimethylamino)pyrrolidin-1-yl)-3-nitrophenyl)-4-(7-fluoro-1-methyl-1H-indol-3-yl)pyrimidin-2-amine